6-(Cyclopropanecarboxamido)-4-((4-methoxy-5-(trifluoromethyl)pyrazolo[1,5-a]pyridin-3-yl)amino)-N-(methyl-d3)nicotinamide C1(CC1)C(=O)NC1=NC=C(C(=O)NC([2H])([2H])[2H])C(=C1)NC=1C=NN2C1C(=C(C=C2)C(F)(F)F)OC